C(C1=CC=CC=C1)(=O)C1CCC(CCCC1)=O benzoylcyclooctan-4-one